7-Amino-8-(3-methoxy-2,6-dimethylphenyl)-2,3-dimethylquinoxaline-6-carbonitrile NC1=C(C=C2N=C(C(=NC2=C1C1=C(C(=CC=C1C)OC)C)C)C)C#N